[Cl-].CC=1C=CC=C2C(=CNC12)CC[NH3+] 2-(7-methyl-1H-indol-3-yl)ethan-1-aminium chloride